O=C1N(CC2=CC(=CC=C12)N1CCN(CC1)C1CN(C1)CC1CCNCC1)[C@@H]1C(NC(CC1)=O)=O (S)-3-(1-oxo-5-(4-(1-(piperidin-4-ylmethyl)azetidin-3-yl)piperazin-1-yl)isoindolin-2-yl)piperidine-2,6-dione